2-amino-5-(2-(tetrahydro-2H-pyran-4-yl)-2H-indazol-5-yl)nicotinic acid NC1=C(C(=O)O)C=C(C=N1)C1=CC2=CN(N=C2C=C1)C1CCOCC1